C1(=CC=C(C=C1)C1=NC(=NC(=N1)C1=CC=CC=C1)N1C2=CC=CC=C2C2=CC=C3C(=C12)N(C=1C=CC=CC13)C1=CC=C(C=C1)C1=CC=CC=C1)C1=CC=CC=C1 11-[4-(biphenyl-4-yl)-6-Phenyl-1,3,5-triazin-2-yl]-11,12-dihydro-12-(biphenyl-4-yl)indolo[2,3-a]carbazole